CN(CCOC1=CC(N(C=N1)CC1(CCN(CC1)C(C[C@@H](C)C1=CC=CC=C1)=O)O)=O)C (R)-6-(2-(Dimethylamino)ethoxy)-3-((4-hydroxy-1-(3-phenylbutanoyl)piperidin-4-yl)methyl)pyrimidin-4(3H)-one